[Cl-].ClCC=1N=NC=CC1 3-(chloromethyl)pyridazine chloride